2-(6-(2-(7,8-dimethyl-[1,2,4]triazolo[1,5-a]pyridin-6-yl)-4-fluoro-3-isopropyl-1H-pyrrolo[2,3-c]pyridin-5-yl)-2,6-diazaspiro[3.3]hept-2-yl)acetonitrile CC1=C(C=2N(C=C1C1=C(C=3C(=CN=C(C3F)N3CC4(CN(C4)CC#N)C3)N1)C(C)C)N=CN2)C